C(C)(C)(C)OC(=O)N([C@H](C(=O)O)CC)C (2S)-2-{[(tert-butoxy)carbonyl](methyl)amino}butanoic acid